(2S,4S)-N-((4-carbamimidoylthiophen-2-yl)methyl)-4-(methoxymethyl)-1-((4-phenoxy-benzoyl)glycyl)pyrrolidine-2-carboxamide C(N)(=N)C=1C=C(SC1)CNC(=O)[C@H]1N(C[C@H](C1)COC)C(CNC(C1=CC=C(C=C1)OC1=CC=CC=C1)=O)=O